BrC=1C2=C(N(CCC1C=O)S(=O)(=O)C1=CC=C(C)C=C1)C=CC=C2 5-bromo-1-tosyl-2,3-dihydro-1H-benzo[b]azepine-4-carbaldehyde